C(#N)C1=NC=CC=C1C=1C=NC(=CC1)/C=C/[C@H]1[C@@H](C(C[C@]2(C(O[C@@H]([C@@H]12)C)=O)CCC(=O)N)(F)F)C 3-((1R,3aR,6S,7R,7aS)-7-((E)-2-(2'-cyano-[3,3'-bipyridin]-6-yl)vinyl)-5,5-difluoro-1,6-dimethyl-3-oxooctahydroisobenzofuran-3a-yl)propanamide